4-(1-(2-fluoro-4-nitrophenyl)-1H-pyrazol-4-yl)-6-methyl-2-(methylsulfonyl)pyrimidine FC1=C(C=CC(=C1)[N+](=O)[O-])N1N=CC(=C1)C1=NC(=NC(=C1)C)S(=O)(=O)C